N-((1S,3R)-3-((2'-(benzyloxy)-6-chloro-3'-fluoro-[1,1'-biphenyl]-3-yl)methyl)-3-(4-(chloromethyl)oxazol-2-yl)cyclopentyl)methanesulfonamide C(C1=CC=CC=C1)OC1=C(C=CC=C1F)C1=CC(=CC=C1Cl)C[C@]1(C[C@H](CC1)NS(=O)(=O)C)C=1OC=C(N1)CCl